BrC1=CC(=C(C(=C1)C)C1C(CC2(CC1=O)CCC(CC2)C(=O)NC)=O)C 3-(4-bromo-2,6-dimethyl-phenyl)-N-methyl-2,4-dioxo-spiro[5.5]undecane-9-carboxamide